ClC=1C(=NN(C1C=1C=NC(=CC1OC(F)F)N[C@@H](C(F)(F)F)CC)CC)C(=O)OCC Ethyl (R)-4-chloro-5-(4-(difluoromethoxy)-6-((1,1,1-trifluorobutan-2-yl)amino)pyridin-3-yl)-1-ethyl-1H-pyrazole-3-carboxylate